2-(3-(benzyl-oxy)phenyl)-2-cyclopropylethanesulfonic acid C(C1=CC=CC=C1)OC=1C=C(C=CC1)C(CS(=O)(=O)O)C1CC1